F[C@@H]1[C@@H](C[C@]2(CCC[C@@H]1N2)C)N(C2=CC=C(N=N2)C2=C(C=C(C=C2)C2=NC(N(C=N2)C)=O)O)C 4-(4-(6-(((1R,3R,4S,5S)-4-fluoro-1-methyl-9-azabicyclo[3.3.1]nonan-3-yl)(methyl)amino)pyridazin-3-yl)-3-hydroxyphenyl)-1-methyl-1,3,5-triazin-2(1H)-one